(3S,4R)-4-((7-(5-methylpyridin-2-yl)pyrrolo[2,1-f][1,2,4]triazin-2-yl)amino)tetrahydro-2H-pyran-3-ol CC=1C=CC(=NC1)C1=CC=C2C=NC(=NN21)N[C@H]2[C@@H](COCC2)O